tert-butyl N-(2-((5-chloro-2-(4-chloro-1H-1,2,3-triazol-1-yl)phenyl)amino)-2-oxoethyl)-O-isopropylhomoserinate ClC=1C=CC(=C(C1)NC(CN[C@@H](CCOC(C)C)C(=O)OC(C)(C)C)=O)N1N=NC(=C1)Cl